3-[3-(2,4-dimethylthiazol-5-yl)-5-fluoro-2-pyridyl]-3-methoxy-5,5-dimethyl-6-oxo-cyclohexene-1-carbonitrile CC=1SC(=C(N1)C)C=1C(=NC=C(C1)F)C1(C=C(C(C(C1)(C)C)=O)C#N)OC